N2-isopropyl-N4-(4-(methylsulfonyl)benzyl)quinazoline-2,4-diamine C(C)(C)NC1=NC2=CC=CC=C2C(=N1)NCC1=CC=C(C=C1)S(=O)(=O)C